(R)-2-((1S,2S)-2-(2,3-difluorophenyl)-2-(4-fluorophenyl)-1-((methylsulfonyl)oxy)ethyl)pyrrolidine-1-carboxylic acid benzyl ester C(C1=CC=CC=C1)OC(=O)N1[C@H](CCC1)[C@H]([C@@H](C1=CC=C(C=C1)F)C1=C(C(=CC=C1)F)F)OS(=O)(=O)C